tert-butyl N-[[1-(4-piperidyl)-4-piperidyl]methyl]carbamate N1CCC(CC1)N1CCC(CC1)CNC(OC(C)(C)C)=O